cyano-2-hydroxycinnamate C(#N)OC(C=CC1=C(C=CC=C1)O)=O